methyl 2-dimethylamino-α-cyanocinnamate CN(C1=C(C=C(C(=O)OC)C#N)C=CC=C1)C